[IH2+].S1C=C(C2=C1C=CC=C2)C=2C=C1CN(CC1=CC2)C(=O)NC2=CNC1=CC=CC=C21 5-benzothien-3-yl-N-(1H-indol-3-yl)isoindoline-2-carboxamide iodonium